N1C(CCC(C1)C(=O)OC)C(=O)OC dimethyl piperidine-2,5-dicarboxylate